ClC1=CC=C(C=C1)C=1C=C(C(N(N1)C=1C=NC=CC1)=O)C(=O)N[C@@H]1COC[C@@H]1O |r| rac-6-(4-chlorophenyl)-N-[(cis)-4-hydroxytetrahydrofuran-3-yl]-3-oxo-2-(pyridin-3-yl)-2,3-dihydropyridazin-4-carboxamide